O1C(=CC=C1)CNC=1C2=C(N=CN1)NC=C2C2=CC=CC=C2 N-(2-Furanylmethyl)-5-phenyl-7H-pyrrolo[2,3-D]pyrimidin-4-amine